C1(CCCC1)N1N=CC2=C1N=C(NC2=O)[C@@H]2CN(C[C@H]2C)CC2=CC(=NN2C)C 1-cyclopentyl-6-{(3S,4S)-1-[(1,3-dimethyl-1H-pyrazol-5-yl)methyl]-4-methylpyrrolidin-3-yl}-1,5-dihydro-4H-pyrazolo[3,4-d]pyrimidin-4-one